ClC=1C(=NC(=NC1)NC1=C(C=C2CCN(CC2=C1)C(CN(C)C)=O)OC)N1CCC2=CC=CC=C12 1-(7-((5-chloro-4-(indolin-1-yl)pyrimidin-2-yl)amino)-6-methoxy-3,4-dihydroisoquinolin-2(1H)-yl)-2-(dimethylamino)ethan-1-one